[Si](C1=CC=CC=C1)(C1=CC=CC=C1)(C(C)(C)C)OC[C@H](CC(=O)OC)O methyl (S)-4-((tert-butyldiphenylsilyl) oxy)-3-hydroxybutyrate